OC=1C=CC(=NC1)OC1C(NC(CC1)=O)=O 3-[(5-hydroxy-2-pyridyl)oxy]piperidine-2,6-dione